C(C)(C)(C)C1N2C(C3=CC(=C(C=C3C1)C=1C=NC(=CC1)NCC1CC1)OC)=CC(C(=C2)C(=O)O)=O 6-tert-butyl-9-[6-(cyclopropylmethylamino)pyridin-3-yl]-10-methoxy-2-oxo-6,7-dihydro-2H-pyrido[2,1-a]isoquinoline-3-carboxylic acid